C(C)OC=1C=C2CCCCC2=CC1 6-ethoxy-1,2,3,4-tetrahydronaphthalen